N-(2-aminoethyl)-4-[2-chloro-4-[[5-[4-(cyanomethoxy)-2,3-difluoro-phenyl]-1-methyl-imidazole-2-carbonyl]amino]benzoyl]piperazine-1-carboxamide NCCNC(=O)N1CCN(CC1)C(C1=C(C=C(C=C1)NC(=O)C=1N(C(=CN1)C1=C(C(=C(C=C1)OCC#N)F)F)C)Cl)=O